P(=O)([O-])([O-])[O-].[Li+].[Al+3].[Co+2].P(=O)([O-])([O-])[O-] cobalt aluminum lithium phosphate